OC1(CC(C1)C(=O)N1CC2(C1)CC(C2)CN2C=CC=1C2=NC(=CC1)C(C)C)C ((1s,3s)-3-Hydroxy-3-methylcyclobutyl)(6-((6-isopropyl-1H-pyrrolo[2,3-b]pyridin-1-yl)methyl)-2-azaspiro[3.3]heptan-2-yl)methanone